C[Si](C)(C)N[Si](C)(C)C Bis(tri-methylsilyl)amine